t-butyl (3S)-3-hydroxypiperidine-1-carboxylate O[C@@H]1CN(CCC1)C(=O)OC(C)(C)C